C(C)C1=CC=C2C=NN(C2=C1N)C 6-Ethyl-1-methyl-1H-indazol-7-amine